C(=C)C1=CC(=C2CNC(C2=C1)=O)F 6-vinyl-4-fluoro-2,3-dihydro-isoindol-1-one